4-(3-chloro-4-fluorophenylamino)-7-methoxyquinazolin-6-ol ClC=1C=C(C=CC1F)NC1=NC=NC2=CC(=C(C=C12)O)OC